NC1=NC2=CC=C(C=C2C=C1C)C(=O)N(CC1=NC=C(C=C1)C(F)(F)F)CC1=CC(=CC=C1)N1N=NC=C1 2-amino-3-methyl-N-(3-(1H-1,2,3-triazol-1-yl)benzyl)-N-((5-(trifluoromethyl)-2-pyridinyl)methyl)-6-quinolinecarboxamide